6-(4-cyclopropyl-1H-imidazol-1-yl)-2-(6-(6',7'-dihydrospiro[cyclopropane-1,5'-pyrrolo[2,1-c][1,2,4]triazol]-3'-yl)pyridin-2-yl)-5-methylisoindolin-1-one C1(CC1)C=1N=CN(C1)C1=C(C=C2CN(C(C2=C1)=O)C1=NC(=CC=C1)C=1N2C(=NN1)CCC21CC1)C